O=C1C=2C(C=NN1)=CNC(C2C#N)=O 1,7-dioxo-1,2,6,7-tetrahydropyrido[3,4-d]pyridazine-8-carbonitrile